(2S,4R)-2-formylamino-4-(cyclohexylsulfonylamino)pyrrolidine-1-carboxylic acid tert-butyl ester C(C)(C)(C)OC(=O)N1[C@@H](C[C@H](C1)NS(=O)(=O)C1CCCCC1)NC=O